C(C)(C)(C)OC(=O)N1CCC=2C=C3C(=NC2C1)C(=C(N3)C3=CC(=NC(=C3)C)C)Br 3-bromo-2-(2,6-dimethylpyridin-4-yl)-1,5,7,8-tetrahydro-6H-pyrrolo[3,2-b][1,7]naphthyridine-6-carboxylic acid tert-butyl ester